(5-chloro-1H-indol-3-yl)-(3-oxa-8-azabicyclo[3.2.1]octan-8-yl)methanone ClC=1C=C2C(=CNC2=CC1)C(=O)N1C2COCC1CC2